trans-4-((4-(5-Cyclopropylisoxazol-3-yl) pyridin-2-yl)((trans-4-(4-methoxy-3-methylphenyl) cyclohexyl)methyl) carbamoyl)cyclohexyl 3-hydroxyazetidine-1-carboxylate OC1CN(C1)C(=O)O[C@@H]1CC[C@H](CC1)C(N(C[C@@H]1CC[C@H](CC1)C1=CC(=C(C=C1)OC)C)C1=NC=CC(=C1)C1=NOC(=C1)C1CC1)=O